[Cl-].C(CCCCCCCC)[NH+]1C(CCCC1)CCC 1-Nonyl-2-propylpiperidinium chlorid